FC=1C=C(C=CC1F)C1=CC2(CC(C2)NC(=O)C=2C=C3CN(C(C3=CC2)=O)C2C(NC(CC2)=O)=O)C1 N-(6-(3,4-difluorophenyl)spiro[3.3]hept-5-en-2-yl)-2-(2,6-dioxopiperidin-3-yl)-1-oxoisoindoline-5-carboxamide